5-Bromo-3-sec-butyl-6-methyluracil, sodium salt [Na].BrC=1C(N(C(NC1C)=O)C(C)CC)=O